CNC(CCCO)=O N-methyl-4-hydroxybutyramide